4-bromo-7-fluoro-1,3-benzothiazole BrC1=CC=C(C2=C1N=CS2)F